6-chloro-4-oxo-N-{rac-(1R,2S,4R,5S)-5-[4-(trifluoromethyl)benzamido]bicyclo[2.2.1]heptan-2-yl}-3,4-dihydro-2H-1-benzopyran-2-carboxamide ClC=1C=CC2=C(C(CC(O2)C(=O)N[C@@H]2[C@H]3C[C@@H]([C@@H](C2)C3)NC(C3=CC=C(C=C3)C(F)(F)F)=O)=O)C1 |r|